N-(2-hydroxyethyl)-5-{4-[4-({[3-(trifluoromethoxy)phenyl]methyl}carbamoyl)-1H-1,2,3-triazol-1-yl]butyl}-1,3,4-thiadiazole-2-carboxamide OCCNC(=O)C=1SC(=NN1)CCCCN1N=NC(=C1)C(NCC1=CC(=CC=C1)OC(F)(F)F)=O